N1=CC=C(C2=CC=CC=C12)NC1=C(C(=O)N)C=CC=C1 2-[(quinolin-4-yl)amino]Benzamide